S1C(=NC2=C1C=CC=C2)NC2=C(C=C(N=N2)N(C=2SC(=C(N2)C(=O)O)CCCOC2=CC=C(C=C2)C#CCN(C)C)C)C 2-[[6-(1,3-Benzothiazol-2-ylamino)-5-methyl-pyridazin-3-yl]-methyl-amino]-5-[3-[4-[3-(dimethylamino)prop-1-ynyl]phenoxy]propyl]thiazole-4-carboxylic acid